C(C)(C)(C)OC(=O)N1C=CC2=C(C(=CC(=C12)C)OC)CN1C(CC(CC1)O)C1=CC=C(C=C1)C(=O)OC 4-((4-hydroxy-2-(4-(methoxycarbonyl)phenyl)piperidin-1-yl)methyl)-5-methoxy-7-methyl-1H-indole-1-carboxylic acid tert-butyl ester